COC=1C=C(C=CC1OC)[C@@H](C1CCN(CC1)C(=O)C=1C=CC2=C(NC(CO2)=O)C1)C1=CC=NC=C1 6-[4-[(S)-(3,4-dimethoxyphenyl)-(4-pyridyl)methyl]piperidine-1-carbonyl]-4H-1,4-benzoxazin-3-one